(2R,4S)-1-([1,3]dioxolo[4,5-c]pyridin-4-ylmethyl)-4-fluoro-N-(4-(1-methyl-1H-pyrazol-3-yl)phenyl)pyrrolidine-2-carboxamide O1COC=2C(=NC=CC21)CN2[C@H](C[C@@H](C2)F)C(=O)NC2=CC=C(C=C2)C2=NN(C=C2)C